ClC1=C(C(=CC=C1Cl)SC1=C(C=CC=C1)CO)CNS(=O)C(C)(C)C N-[[2,3-dichloro-6-[2-(hydroxymethyl)phenyl]sulfanyl-phenyl]methyl]-2-methyl-propane-2-sulfinamide